2-[1-[2-[4-[3-[1-(5-chloropyrimidin-2-yl)-4-piperidyl]propoxy]-2-fluoro-phenyl]acetyl]azetidin-3-yl]-N-[rac-(2S,3R,4R,5R)-2,3,4,5,6-pentahydroxyhexyl]acetamide ClC=1C=NC(=NC1)N1CCC(CC1)CCCOC1=CC(=C(C=C1)CC(=O)N1CC(C1)CC(=O)NC[C@@H]([C@H]([C@@H]([C@@H](CO)O)O)O)O)F |r|